ClC1=C(C(=CC(=C1)C#N)F)NC=1N(C2=NC(=NC=C2N1)N[C@H]1C[C@@H](CC1)O)C1CCC(CC1)C(=O)N (1S,4s)-4-(8-(2-chloro-4-cyano-6-fluorophenylamino)-2-((1R,3R)-3-hydroxycyclopentylamino)-9H-purin-9-yl)cyclohexanecarboxamide